2-(3-fluoro-4-methoxy-2-phenylquinoline-7-carbonyl)malononitrile FC=1C(=NC2=CC(=CC=C2C1OC)C(=O)C(C#N)C#N)C1=CC=CC=C1